C(CCC(=O)O)(=O)O.C1(C=CC(N1CCCCCC(=O)O)=O)=O 6-maleimido-caproic acid succinate